BrC1=C(C=CC=C1)[C@@H](O)C1=CC=C(C=C1)F (S)-(2-bromophenyl)(4-fluorophenyl)methanol